lithium morpholinate N1(CCOCC1)C(=O)[O-].[Li+]